3-chloro-9,9,10,10-tetramethyl-N-(p-tolyl)-9,10-dihydroanthracene-2-amine ClC=1C(=CC=2C(C3=CC=CC=C3C(C2C1)(C)C)(C)C)NC1=CC=C(C=C1)C